Cyclopropoxycarbonyloxymethyl (1aR,7bS)-5-fluoro-2-hydroxy-1a,7b-dihydro-1H-cyclopropa[c][1,2]benzoxaborinine-4-carboxylate FC1=C(C2=C([C@@H]3[C@H](B(O2)O)C3)C=C1)C(=O)OCOC(=O)OC1CC1